[Si](C)(C)(C(C)(C)C)OCC1CCC(CC1)CN1CCC(CC1)C=1C=CC(=NC1)NC1=NC=C(C(=N1)N1OCC[C@H]1C1=CC=CC=C1)C(F)(F)F N-(5-(1-(((1r,4r)-4-(((tert-butyldimethylsilyl)oxy)methyl)cyclohexyl)methyl)piperidin-4-yl)pyridin-2-yl)-4-((S)-3-phenylisoxazolidin-2-yl)-5-(trifluoromethyl)pyrimidin-2-amine